O1CCN(CC1)C1=C2C(=NC(=C1)N1N=C(C=C1)C=1C=C(C=CC1)C)C=C(O2)C(CCCN2C(CCC2)=O)=O 1-(4-(7-morpholino-5-(3-(m-tolyl)-1H-pyrazol-1-yl)furo[3,2-b]pyridin-2-yl)-4-oxobutyl)pyrrolidin-2-one